(+)-2-Amino-1-butanol CC[C@@H](CO)N